NC1CCC(CC1)C(=O)N1CC2(CN(C2)CC#CC2=CC3=C(N(C(N3C)=O)C3C(NC(CC3)=O)=O)C=C2)CC1 3-(5-{3-[6-(4-aminocyclohexanecarbonyl)-2,6-diazaspiro[3.4]octan-2-yl]prop-1-yn-1-yl}-3-methyl-2-oxo-1,3-benzodiazol-1-yl)piperidine-2,6-dione